2-(sec-butyl)cyclohexan-1-one O-(3-methylbut-2-en-1-yl) oxime CC(=CCON=C1C(CCCC1)C(C)CC)C